C(C1=CC=CC=C1)N1C(=NC=2C(=NC=3C=CC=CC3C21)N)CCCC 1-benzyl-2-butyl-1H-imidazo[4,5-c]quinolin-4-amine